C(#N)CCOC1=C2N=CN(C2=NC(=N1)NC(COC1=CC=CC=C1)=O)[C@@H]1O[C@@H](CN(C1)C(C1=CC=CC=C1)(C1=CC=CC=C1)C1=CC=CC=C1)COC(CCC(=O)O)=O 4-(((2S,6R)-6-[6-(2-Cyanoethoxy)-2-[(2-phenoxyacetyl)amino]purine-9-yl]-4-tritylmorpholin-2-yl)methoxy)-4-oxo-butanoic acid